(E)-1-(1,2-difluorovinyl)-2,3,4,5,5-pentafluorocyclopenta-1,3-diene F\C(=C\F)\C1=C(C(=C(C1(F)F)F)F)F